1-(cyclobutyl-methyl)-8-methylamino-8-phenyl-3-(pyridin-3-yl-methyl)-1,3-diazaspiro[4.5]decan-2-one C1(CCC1)CN1C(N(CC12CCC(CC2)(C2=CC=CC=C2)NC)CC=2C=NC=CC2)=O